6-cyclopropyl-3-(4,4-difluoroazepan-1-yl)-N-(2-sulfamoylpyridin-4-yl)pyridazine-4-carboxamide C1(CC1)C1=CC(=C(N=N1)N1CCC(CCC1)(F)F)C(=O)NC1=CC(=NC=C1)S(N)(=O)=O